(S)-4-amino-9-ethyl-5-fluoro-9-hydroxy-1,2,3,9,12,15-hexahydro-10H,13H-benzo[de]pyrano[3',4':6,7]indolizino[1,2-b]quinoline-10,13-dione NC1=C2C=3C(=C4C(=NC3C=C1F)C1=CC3=C(C(N1C4)=O)COC([C@]3(O)CC)=O)CCC2